CN1C=C(C=C(C1=O)NC1=NC(=NC=C1)C)C1=CC=NC(=C1C=O)N1C(C2=CC=3CC(CC3N2CC1)(C)C)=O 4-(1-Methyl-5-(2-methylpyrimidin-4-ylamino)-6-oxo-1,6-dihydropyridin-3-yl)-2-(4,4-dimethyl-9-oxo-1,10-diazatricyclo[6.4.0.02,6]dodeca-2(6),7-dien-10-yl)nicotinaldehyde